2-methylprop-2-yl [(3-bromo-5-chloro-4-iodophenyl){[(2-methylprop-2-yl)oxy]carbonyl}amino]carboxylate BrC=1C=C(C=C(C1I)Cl)N(C(=O)OC(C)(C)C)C(=O)OC(C)(C)C